FC=1C(=NC(=NC1)NC=1C=C2C=CNC2=CC1)N fluoro-N2-(indol-5-yl)-2,4-pyrimidinediamine